hydrogen peroxide-Tris-HCl Cl.Cl.Cl.OO